C[Si](CCOCN1C(=NC(=C1)C1=CC=CC=C1)C#CC1=NC(=C2N=CN(C2=N1)C)N1CC2(COC2)C1)(C)C Trimethyl-[2-[[2-[2-[9-methyl-6-(2-oxa-6-azaspiro[3.3]heptan-6-yl)purin-2-yl]ethynyl]-4-phenyl-imidazol-1-yl]methoxy]ethyl]silane